OC=1C(C=CN2N3[C@H](C4=C(CCCCCN(C(C21)=O)C3)C=CC=C4)C4=NC=CC=C4)=O (R)-4-hydroxy-16-(pyridin-2-yl)-7,8,9,10,11,16-hexahydro-6,17-methanobenzo[k]pyrido[1,2-b][1,2,5]triazacyclotridecine-3,5-dione